4-amino-7-fluoro-N-(2-fluoro-4-(trifluoromethyl)benzyl)-N-(oxazol-2-yl)imidazo[1,5-a]quinoxaline-8-carboxamide NC=1C=2N(C3=CC(=C(C=C3N1)F)C(=O)N(C=1OC=CN1)CC1=C(C=C(C=C1)C(F)(F)F)F)C=NC2